(2,5-dioxopyrrolidin-1-yl) 3-[2-[2-[2-[2-[2-[2-[2-[2-[2-[2-[2-(2-acetylsulfanylethoxy)ethoxy]ethoxy]ethoxy]ethoxy]ethoxy]ethoxy]ethoxy]ethoxy]ethoxy]ethoxy]ethoxy]propanoate C(C)(=O)SCCOCCOCCOCCOCCOCCOCCOCCOCCOCCOCCOCCOCCC(=O)ON1C(CCC1=O)=O